8-((2-chlorothiazol-5-yl)methyl)-3-(4-(methylsulfanyl)phenyl)pyrido[2,3-d]pyrimidine-2,4(3H,8H)-dione ClC=1SC(=CN1)CN1C=CC=C2C1=NC(N(C2=O)C2=CC=C(C=C2)SC)=O